Cl.NC1=C(C=C2C(=N1)C(C=1C(=CC=CC1O2)Cl)=O)C2=CC=C(C=C2)NC2CCNCC2 2-amino-9-chloro-3-(4-(piperidin-4-ylamino)phenyl)-10H-chromeno[3,2-b]pyridin-10-one hydrochloride